ethyl (R)-6-methyl-4,5,6,7-tetrahydro-2H-pyrazolo[4,3-c]pyridine-3-carboxylate C[C@@H]1CC=2C(CN1)=C(NN2)C(=O)OCC